C(C)(C)(C)OC(=O)N1CCC(CC1)C1=NOC(=C1)C(C(=O)OC)C(C)C.BrC1=C(OCC2COCC2)C=CC(=C1)[N+](=O)[O-] 3-[(2-bromo-4-nitrophenoxy)methyl]tetrahydrofuran tert-butyl-4-[5-(1-methoxy-3-methyl-1-oxobutan-2-yl)-1,2-oxazol-3-yl]piperidine-1-carboxylate